Copper (II) 2,2,2-trifluoroethyl fluorophosphate P(=O)(OCC(F)(F)F)([O-])F.[Cu+2].FC(COP(=O)([O-])F)(F)F